FC(CN1N=CC=2C1=NC(=CN2)N2C[C@H]1CN(CC[C@H]1C2)C2=CC(=NC=C2)C(F)(F)F)F |r| rac-4-[(3aR,7aR)-2-[1-(2,2-difluoroethyl)-1H-pyrazolo[3,4-b]pyrazin-6-yl]-octahydro-1H-pyrrolo[3,4-c]pyridin-5-yl]-2-(trifluoromethyl)pyridine